C(C)(C)(C)C1=NN(C(=C1)NC(=O)C1=CSC=2CN(CCC21)C(=O)C2=CN=C1N2C=C(C=C1)F)C N-(3-(tert-butyl)-1-methyl-1H-pyrazol-5-yl)-6-(6-fluoroimidazo[1,2-a]pyridine-3-carbonyl)-4,5,6,7-tetrahydrothieno[2,3-c]pyridine-3-carboxamide